FC1=CC=C(C=C1)C(CCCN1CCC(CC1)N1C(NC2=C1C=CC=C2)=O)C2=CC=C(C=C2)F 1-(1-(4,4-Bis(4-fluorophenyl)butyl)-4-piperidinyl)-1,3-dihydro-2H-benzimidazol-2-one